eicosyl n-tetradecanoate C(CCCCCCCCCCCCC)(=O)OCCCCCCCCCCCCCCCCCCCC